C(C1=CC=CC=C1)NCC1=NC=CC=C1 N-benzyl-1-(2-pyridyl)methylamine